C(#N)C1=CC=C2C=C(N3C(C(NC1=C32)=O)C3CC3)C3=NC2=C(N3C)C(=CC(=C2)C(=O)OC)F methyl 2-(7-cyano-11-cyclopropyl-10-oxo-1,9-diazatricyclo[6.3.1.04,12]dodeca-2,4,6,8(12)-tetraen-2-yl)-7-fluoro-1-methyl-benzimidazole-5-carboxylate